(fluoromethyl)-7-{6-methyl-4-[(1-methylcyclopropyl)amino]furo[2,3-d]pyrimidine-5-carbonyl}-3H,4H,5H,6H,7H,8H-pyrido[3,4-d]pyrimidin-4-one FCC=1NC(C2=C(N1)CN(CC2)C(=O)C2=C(OC=1N=CN=C(C12)NC1(CC1)C)C)=O